C1(=CC=CC=C1)C1=NC=C(C=C1)[2H] 2-phenylpyridine-5-d